tert-butyl 4-((1-((benzyloxy)carbonyl)-3,3-difluoropiperidin-4-yl)methyl)piperazine-1-carboxylate C(C1=CC=CC=C1)OC(=O)N1CC(C(CC1)CN1CCN(CC1)C(=O)OC(C)(C)C)(F)F